4-(4-(2-aminopropan-2-yl)-8-fluoroquinolin-6-yl)-N-(1-((difluoromethyl)sulfonyl)piperidin-4-yl)-5-fluoropyrimidin-2-amine NC(C)(C)C1=CC=NC2=C(C=C(C=C12)C1=NC(=NC=C1F)NC1CCN(CC1)S(=O)(=O)C(F)F)F